2-chloro-1-(4,5-dibromo-thiophene-2-yl)-ethanone ClCC(=O)C=1SC(=C(C1)Br)Br